dihydroxypyrenedisulfonate OC1=C2C(=C(C(=C3C=CC4=CC=CC(=C1)C4=C32)S(=O)(=O)[O-])S(=O)(=O)[O-])O